7-[bis(tert-butoxycarbonyl)amino]-2-chloro-6-[3-(methoxymethoxy)-2,6-dimethyl-phenyl]-3-methyl-5-oxo-1,6-naphthyridine-8-carboxylic acid ethyl ester C(C)OC(=O)C1=C(N(C(C=2C=C(C(=NC12)Cl)C)=O)C1=C(C(=CC=C1C)OCOC)C)N(C(=O)OC(C)(C)C)C(=O)OC(C)(C)C